C(C)(C)(C)[Si](OC1CC(C1)C1=C(C=CC=C1)OC(F)(F)F)(C)C tert-butyldimethyl(3-(2-(trifluoromethoxy)phenyl)cyclobutoxy)silane